BrC1=NC=C(C(=C1)C#N)CC#N 2-bromo-5-(cyanomethyl)pyridine-4-carbonitrile